4-(4-amino-3-(propylcarbamoyl)isoquinolin-8-yl)-3-methoxypyridazine 1-oxide NC1=C(N=CC2=C(C=CC=C12)C1=C(N=[N+](C=C1)[O-])OC)C(NCCC)=O